COC1=CC=C(C=N1)C=1C=NC=2CCN(CC2C1)C=1C(=CC=2N(N1)C(C=C(N2)C)=O)C 7-(3-(6-methoxypyridin-3-yl)-7,8-dihydro-1,6-naphthyridin-6(5H)-yl)-2,8-dimethyl-4H-pyrimido[1,2-b]pyridazin-4-one